N=1C=CN2C1C=CC(=C2)C=2C=CN1N=C(N=C(C12)OC)NC1CC2(COC2)C1 5-(imidazo[1,2-a]pyridin-6-yl)-4-methoxy-N-(2-oxaspiro[3.3]heptane-6-yl)pyrrolo[2,1-f][1,2,4]triazin-2-amine